N(=[N+]=[N-])CCOCCOCCOCCN(C(=O)C1CN(CCC1)C(=O)OC(C)(C)C)C=1C=CC(N(C1)CC(=O)O)=O 2-(5-(N-(2-(2-(2-(2-azidoethoxy)ethoxy)ethoxy)ethyl)-1-(tert-butoxycarbonyl)piperidine-3-carboxamido)-2-oxopyridin-1(2H)-yl)acetic acid